2-(bis(4-methoxybenzyl)amino)-4-butoxypyrido[4,3-d]pyrimidin-5(6H)-one COC1=CC=C(CN(C=2N=C(C3=C(N2)C=CNC3=O)OCCCC)CC3=CC=C(C=C3)OC)C=C1